NC=1SC=2N=C(N=CC2N1)N1CCC(CC1)O (2-aminothiazolo[5,4-d]pyrimidin-5-yl)piperidin-4-ol